1-ethyl-3-methylimidazole trifluoromethanesulfonyl fluoride salt FC(S(=O)(=O)F)(F)F.C(C)N1CN(C=C1)C